1-((6-(1-(2,6-dichlorophenyl)azetidin-3-yl)pyridin-3-yl)methyl)-3-methyl-azetidin-3-yl acetate C(C)(=O)OC1(CN(C1)CC=1C=NC(=CC1)C1CN(C1)C1=C(C=CC=C1Cl)Cl)C